C(C)[C@@H]1N(C[C@H](N(C1)C(C)C1=CC=C2C=CC=NC2=C1)CC)C=1C=2C(N(C(C1)=O)C)=CN(N2)CC#N 2-(7-((2S,5R)-2,5-diethyl-4-(1-(quinolin-7-yl)ethyl)piperazin-1-yl)-4-methyl-5-oxo-4,5-dihydro-2H-pyrazolo[4,3-b]pyridin-2-yl)acetonitrile